3-methylsulfanyl-N-(4-methoxyphenyl)propionamide CSCCC(=O)NC1=CC=C(C=C1)OC